5-(piperazin-1-yl)picolinamide hydrochloride Cl.N1(CCNCC1)C=1C=CC(=NC1)C(=O)N